8-(4-dibenzothiophenyl)-2-(4-morpholinyl)-4H-1-benzopyran-4-one C1=CC=C(C=2SC3=C(C21)C=CC=C3)C3=CC=CC=2C(C=C(OC23)N2CCOCC2)=O